1-(4-(3,4-dichlorobenzyl)piperazin-1-yl)-3-(3,5-dimethyl-1-(3-methyl-[1,2,4]triazolo[4,3-b]pyridazin-6-yl)-1H-pyrazol-4-yl)propan-1-one ClC=1C=C(CN2CCN(CC2)C(CCC=2C(=NN(C2C)C=2C=CC=3N(N2)C(=NN3)C)C)=O)C=CC1Cl